C1(=CC=CC=C1)NC1=C(C=CC=C1)B(O)O (2-(phenylamino)phenyl)boronic acid